ClC1=C(C=C(C=C1F)CCC(=O)O)F 3-(4-chloro-3,5-difluorophenyl)propionic acid